N1C=C(C=2C1=NC=CC2)C=2SC=C(N2)C=2C=C(C=CC2)[C@@]2(C=1N(CCC2)C=CN1)O (S)-8-(3-(2-(1H-pyrrolo[2,3-b]pyridin-3-yl)thiazol-4-yl)phenyl)-5,6,7,8-tetrahydroimidazo[1,2-a]pyridin-8-ol